C(C)C(CC1(C(C(=O)O)(C=CCC1)CC(CCCC)CC)C(=O)O)CCCC di(2-ethylhexyl)tetrahydrophthalic acid